5-(3-(4-(4-amino-3-(4-phenoxyphenyl)-1H-pyrazolo[3,4-d]pyrimidin-1-yl)piperidin-1-yl)-[1,3'-biazetidin]-1'-yl)-2-(2,6-dioxopiperidin-3-yl)-6-fluoroisoindoline NC1=C2C(=NC=N1)N(N=C2C2=CC=C(C=C2)OC2=CC=CC=C2)C2CCN(CC2)C2CN(C2)C2CN(C2)C=2C=C1CN(CC1=CC2F)C2C(NC(CC2)=O)=O